1-pentyl-1H-indole C(CCCC)N1C=CC2=CC=CC=C12